O=C1CC2C(CN(C2)C(=O)OC(C)(C)C)C1 tert-butyl 5-oxo-1,3,3a,4,6,6a-hexahydrocyclopenta[c]pyrrole-2-carboxylate